BrC=1C=C(C=CC1)C=1C=C(C=CC1)N1C2=CC=CC=C2C=2C=CC=CC12 9-[3-(3-bromophenyl)phenyl]-9H-carbazole